sec-butylmagnesium chloride C(C)(CC)[Mg]Cl